NC1=C(C(=CC(=C1)N)N)O 2,4,6-triaminophenol